C(=C)P([O-])([O-])=O Vinyl-phosphonate